FC=1C=C(C=CC1F)N1C(CC(CC12CCN(CC2)C2=NC=NC(=C2)OC2CCOCC2)F)=O (3,4-difluorophenyl)-4-fluoro-9-(6-((tetrahydro-2H-pyran-4-yl)oxy)pyrimidin-4-yl)-1,9-diazaspiro[5.5]undecan-2-one